1-isobutyl-N-(6-(1-(methyl-d3)-1H-pyrazol-4-yl)isoquinolin-3-yl)piperidine-4-carboxamide C(C(C)C)N1CCC(CC1)C(=O)NC=1N=CC2=CC=C(C=C2C1)C=1C=NN(C1)C([2H])([2H])[2H]